2-(3-Bromo-4-methylphenyl)-3,3,3-trifluoro-2-hydroxypropanenitrile BrC=1C=C(C=CC1C)C(C#N)(C(F)(F)F)O